(S)-ethyl 3-(5-bromo-3-((3-cyclopropyl-2-(2-ethoxy-2-oxoethyl)phenoxy)methyl)-1H-indazol-1-yl)pyrrolidine-1-carboxylate BrC=1C=C2C(=NN(C2=CC1)[C@@H]1CN(CC1)C(=O)OCC)COC1=C(C(=CC=C1)C1CC1)CC(=O)OCC